HexylBromide C(CCCCC)Br